4-(1H-pyrrolo[2,3-b]pyridin-2-yl)phenyl (tert-butoxycarbonyl)glycinate C(C)(C)(C)OC(=O)NCC(=O)OC1=CC=C(C=C1)C1=CC=2C(=NC=CC2)N1